OCC[S@@](=O)C1=C(C(=O)N)C=CC(=C1)C ((R)-(2-hydroxyethyl)sulfinyl)-4-methylbenzamide